O=C1NC=2CCN(CC2C=C1C(=O)N)CC=1N=NC=CC1 2-oxo-6-[(pyridazin-3-yl)methyl]-1,2,5,6,7,8-hexahydro-1,6-naphthyridine-3-carboxamide